N1=CC=C(C=C1)C1=NN(C(=C1)N1C(CC(CC1)COC(F)(F)F)=O)COCC[Si](C)(C)C 1-(3-(pyridin-4-yl)-1-((2-(trimethylsilyl)ethoxy)methyl)-1H-pyrazol-5-yl)-4-((trifluoromethoxy)methyl)piperidin-2-one